C(C)OC(CC1OC=NN1N1C=CC2=CC=CC=C12)=O 3-(1H-indolyl)-1,3,4-oxadiazole-2-acetic acid ethyl ester